(2-cyano-2-(2-(3,5-dichloro-4-((1-oxo-1,2,3,4-tetrahydroisoquinolin-7-yl)oxy)phenyl)hydrazino)acetyl)carbamic acid ethyl ester C(C)OC(NC(C(NNC1=CC(=C(C(=C1)Cl)OC1=CC=C2CCNC(C2=C1)=O)Cl)C#N)=O)=O